C(#N)C=1C=C(C=CC1)C1=NN2C(N=C(C=C2)C(=O)NCC(CO)(C)O)=C1C1=CC(=NC(=C1)C)C 2-(3-cyanophenyl)-N-(2,3-dihydroxy-2-methyl-propyl)-3-(2,6-dimethyl-4-pyridinyl)pyrazolo[1,5-a]pyrimidine-5-carboxamide